CC(COC(CCC1=CC(=C(C(=C1)C)O)C(C)(C)C)=O)(C)C1OCC2(CO1)COC(OC2)C(COC(CCC2=CC(=C(C(=C2)C)O)C(C)(C)C)=O)(C)C 3,9-bis[1,1-dimethyl-2-[beta-(3-tert-butyl-4-hydroxy-5-methylphenyl)propionyloxy]ethyl]2,4,8,10-tetraoxaspiro[5.5]undecane